BrC(=C(Cl)C1=CC=C(C=C1)Br)Br 1-(2,2-dibromo-1-chlorovinyl)-4-bromobenzene